N-ethyl-N-(thiazol-5-ylmethyl)-2-(p-tolyloxy)acetamide C(C)N(C(COC1=CC=C(C=C1)C)=O)CC1=CN=CS1